4-((tert-butoxycarbonyl)amino)tetrahydro-2H-pyran C(C)(C)(C)OC(=O)NC1CCOCC1